C(C)(=O)NCCC(=O)NC1=NN(C=2C=CC=C(C12)C1=C(C=C2C=NN(C2=C1)C)F)CC(=O)NCC(=O)NCC(=O)OC methyl 2-(2-{2-[3-(3-acetamidopropanamido)-5'-fluoro-1'-methyl-[4,6'-biindazol]-1-yl]acetamido}acetamido)acetate